FC=1C=2N(C=C(C1)NC(=O)C1=CC=C(C3=CNN=C13)N1CCN(CC1)C(=O)OC(C)(C)C)C=C(N2)C tert-butyl 4-[7-({8-fluoro-2-methylimidazo[1,2-a]pyridin-6-yl}carbamoyl)-2H-indazol-4-yl]piperazine-1-carboxylate